(S)-4-(6-bromo-3-cyanopyrazolo[1,5-a]pyridin-4-yl)-2-methylpiperazine-1-carboxylic acid tert-butyl ester C(C)(C)(C)OC(=O)N1[C@H](CN(CC1)C=1C=2N(C=C(C1)Br)N=CC2C#N)C